3-(1-methyl-6-((S)-3-methyl-4-(((R)-pyrrolidin-3-yl)methyl)piperazin-1-yl)-1H-indazol-3-yl)piperidine-2,6-dione bis(trifluoroacetate) FC(C(=O)O)(F)F.FC(C(=O)O)(F)F.CN1N=C(C2=CC=C(C=C12)N1C[C@@H](N(CC1)C[C@H]1CNCC1)C)C1C(NC(CC1)=O)=O